ClC=1C=C(C(=NC1N1C=NC2=C1C=CC(=C2)NC=2N=NC(=CC2)C)N2N=C(C=C2)C#N)C(C)O 1-[5-chloro-3-(1-hydroxyethyl)-6-[5-[(6-methylpyridazin-3-yl)amino]benzimidazol-1-yl]-2-pyridyl]pyrazole-3-carbonitrile